BrC1=CC=CC=2C3=C(C=CC=C3NC12)Br 1,5-dibromocarbazole